3-(3-methacryloxy-2-hydroxypropoxy)propylbis(trimethylsiloxy)methylsilane C(C(=C)C)(=O)OCC(COCCC[SiH2]C(O[Si](C)(C)C)O[Si](C)(C)C)O